C(C)OP(O)(C)CC(C)C1=CC(=CC=C1)O (2-(3-hydroxyphenyl)propyl)(methyl)phosphonous acid ethyl ester